(S,E)-N7-(1-((4-Isobutyl-1H-benzo[d]imidazol-2-yl)methyl)-2-oxo-1,2-dihydropyridin-3-yl)-N1,N1-dimethyl-6-(oxazol-5-carboxamido)hept-2-endiamid C(C(C)C)C1=CC=CC=2NC(=NC21)CN2C(C(=CC=C2)NC([C@H](CC/C=C/C(=O)N(C)C)NC(=O)C2=CN=CO2)=O)=O